BrC1=CC=C(C=C1)C1=NNC(=C1)C(=O)OCC ethyl 3-(4-bromophenyl)-1H-pyrazole-5-carboxylate